(4-(benzyloxy)-3-fluorophenyl)-4,4,5,5-tetramethyl-1,3,2-dioxaborolane C(C1=CC=CC=C1)OC1=C(C=C(C=C1)B1OC(C(O1)(C)C)(C)C)F